ClC1=C(OCC(=O)OC(C)C)C=CC(=C1)Cl isopropyl 2,4-dichlorophenoxyacetate